FC1=C(C=CC=C1)[C@@H]([C@@H]1CCCC(N1C(=O)OC(C)(C)C)(C)C)O tert-Butyl (S)-6-((S)-(2-fluorophenyl)(hydroxy)methyl)-2,2-dimethylpiperidine-1-carboxylate